homoalanine-4-yl-(methyl)phosphonic acid N[C@@H](CCOP(O)(=O)C)C(=O)O